ClC1=CC=C(C=C1)S(=O)(=O)N=C\C=C(/C=C(C)C)\N1CCCCC1 (2E)-4-Chloro-N-[5-methyl-3-(piperidin-1-yl)hexa-2,4-dien-1-ylidene]benzenesulfonamide